ethyl (E)-4-chloro-2-((dimethylamino) methylene)-3-oxobutanoate ClCC(\C(\C(=O)OCC)=C/N(C)C)=O